O1N=CC=C1C(C)O isoxazol-5-yl-ethan-1-ol